(3S,4S)-8-(8-(benzo[d]isothiazol-7-ylthio)imidazo[1,2-c]pyrimidin-5-yl)-3-methyl-2-oxa-8-azaspiro[4.5]decan-4-amine S1N=CC2=C1C(=CC=C2)SC=2C=1N(C(=NC2)N2CCC3([C@@H]([C@@H](OC3)C)N)CC2)C=CN1